C1(=CC=CC=C1)N1N=CC(=C1)C(=O)N 1-phenyl-pyrazole-4-carboxamide